C(C)N1C2=NC(=NC(=C2N=C1C1=CC=NC=C1)N1CCOCC1)C1=C(C=C(C=C1)CO)C1=NN(C=C1)C (4-(9-ethyl-6-morpholino-8-(pyridin-4-yl)-9H-purin-2-yl)-3-(1-methyl-1H-pyrazol-3-yl)phenyl)methanol